2-(methacryloyloxy)ethyl-dimethyl-ammonium C(C(=C)C)(=O)OCC[NH+](C)C